Methyl 2-(5-chloro-4-methyl-2-oxo-1H-1,6-naphthyridin-3-yl)propanoate ClC1=C2C(=C(C(NC2=CC=N1)=O)C(C(=O)OC)C)C